C(OC1CCC(CC1)C(C)(C)C)(OOOOC(OC1CCC(CC1)C(C)(C)C)=O)=O bis(4-tertiary butyl cyclohexyl) peroxy dicarbonate